tri(ethylphenoxy)methylphenol C(C)C1=C(OC(OC2=C(C=CC=C2)CC)(OC2=C(C=CC=C2)CC)C2=C(C=CC=C2)O)C=CC=C1